CS=NS(=O)(=O)C=1C=CC2=C(N(C(O2)=O)CC#C)C1 N-(methylsulfaneylidene)-2-oxo-3-(prop-2-yn-1-yl)-2,3-dihydrobenzo[d]oxazole-5-sulfonamide